4-[(3R,4R)-4-methylpyrrolidin-3-yl]-1H-imidazole C[C@@H]1[C@H](CNC1)C=1N=CNC1